C(C)(C)C=1C=NN2C1N=C(N=C2NCC2=CC=C(C=C2)C=2C=CC(N(C2)C)=O)NC2CCOCC2 5-(4-(((8-isopropyl-2-((tetrahydro-2H-pyran-4-yl)amino)pyrazolo[1,5-a][1,3,5]triazin-4-yl)amino)methyl)phenyl)-1-methylpyridin-2(1H)-one